(R)-N8-(2,2,2-trifluoro-1-(5-fluoro-3-methylbenzofuran-2-yl)ethyl)-7H-purine-2,8-diamine FC([C@@H](C=1OC2=C(C1C)C=C(C=C2)F)NC2=NC1=NC(=NC=C1N2)N)(F)F